(2S,5R)-5-(2-chlorophenyl)-1-(4-phenethoxybenzoyl)pyrrolidine-2-carboxylic acid ClC1=C(C=CC=C1)[C@H]1CC[C@H](N1C(C1=CC=C(C=C1)OCCC1=CC=CC=C1)=O)C(=O)O